FC1=CC=C(CNC(C)C)C=C1 N-(4-Fluorobenzyl)propan-2-amine